6-(3-Chloro-6-(difluoromethyl)-2-fluorophenyl)-3-methyl-N-(1H-pyrazol-4-yl)pyrazine-2-carboxamide ClC=1C(=C(C(=CC1)C(F)F)C1=CN=C(C(=N1)C(=O)NC=1C=NNC1)C)F